5-[2-(2-{2-[2-(2,6-dioxo-Piperidin-3-yl)-1,3-dioxo-2,3-dihydro-1H-isoindol-4-ylamino]ethoxy}ethoxy)ethoxy]benzimidazole O=C1NC(CCC1N1C(C2=CC=CC(=C2C1=O)NCCOCCOCCOC1=CC2=C(N=CN2)C=C1)=O)=O